acetyltaurine calcium salt [Ca+2].C(C)(=O)NCCS(=O)(=O)[O-].C(C)(=O)NCCS(=O)(=O)[O-]